(6R,7R)-6-fluoro-7-(2-fluoro-5-methylphenyl)-3-(tetrahydro-2H-pyran-4-yl)-5,6,7,8-tetrahydropyrido[2,3-d]pyrimidine-2,4(1H,3H)-dione F[C@@H]1CC2=C(NC(N(C2=O)C2CCOCC2)=O)N[C@@H]1C1=C(C=CC(=C1)C)F